C(C1=CC=CC=C1)(=O)O[C@@H]1[C@@]23[C@@H](N(C1=O)CC1COC1)OC([C@]21[C@H](C[C@@]3(O)C(C)(C)C)OC(C1)=O)=O (3aS,5aS,8R,8aS,9R,10aS)-9-(tert-butyl)-6-(1-oxetan-3-yl methyl)-9-hydroxy-2,4,7-trioxooctahydro-4H,9H-furo[3'',2'':2',3']cyclopenta[1',2':3,4]furo[2,3-b]pyrrol-8-yl benzoate